monocitrate trihydrate O.O.O.C(CC(O)(C(=O)O)CC(=O)O)(=O)O